3-(4-methoxy-1H-indole-2-carbonyl)-6,6-dimethyl-3-azabicyclo[3.1.0]Hexane-2-carboxamide COC1=C2C=C(NC2=CC=C1)C(=O)N1C(C2C(C2C1)(C)C)C(=O)N